4,8-dimethoxyisoquinoline-6-carboxylic acid COC1=CN=CC2=C(C=C(C=C12)C(=O)O)OC